(3R/S)-3-(4-{[(2E,6E)-3,7,11-trimethyldodeca-2,6,10-trien-1-yl]oxy}phenyl)hex-4-ynoic acid methyl ester COC(C[C@@H](C#CC)C1=CC=C(C=C1)OC\C=C(\CC\C=C(\CCC=C(C)C)/C)/C)=O |r|